C(C)(C)(C)C=1C=C(C=C(C1)C(C)(C)C)[N+]1=CN(C2=C1C=CC=C2)C2=CC(=CC=C2)OC2=CC=1N(C3=CC=CC=C3C1C=C2)C2=NC=C(C(=C2)C2=CC=CC=C2)C([2H])([2H])[2H] 1-(3,5-di-tert-butylphenyl)-3-[3-({9-[5-(methyl-d3)-4-phenylpyridin-2-yl]carbazol-2-yl}oxy)phenyl]benzimidazolium